tert-butyl N-{6-[(2R)-2-[(tert-butoxycarbonyl)amino]-3-(2H3)methoxypropyl]-2-chloro-7-methylpyrrolo[2,1-f][1,2,4]triazin-4-yl}-N-(thiophen-2-ylmethyl)carbamate C(C)(C)(C)OC(=O)N[C@H](CC=1C=C2C(=NC(=NN2C1C)Cl)N(C(OC(C)(C)C)=O)CC=1SC=CC1)COC([2H])([2H])[2H]